lithium aluminum compound with oxygen [O].[Al].[Li]